N(N)C=1C=C(C(=O)O)C=CC1 3-hydrazinobenzoic acid